2-ethyl-5,11-dioxo-6,12-bis(benzoyloxy)naphthonaphthalene C(C)C=1C=CC2=C3C(C(C(=C2C1)OC(C1=CC=CC=C1)=O)=O)=C1C=CC=CC1=C(C3=O)OC(C3=CC=CC=C3)=O